tert-Butyl-3-amino-4-{[{(1R)-1-[1-benzyl-4-(2,5-difluorophenyl)-1H-imidazol-2-yl]-2,2-dimethylpropyl}(glycoloyl)amino]methyl}pyrrolidin-1-carboxylat C(C)(C)(C)OC(=O)N1CC(C(C1)CN(C(CO)=O)[C@H](C(C)(C)C)C=1N(C=C(N1)C1=C(C=CC(=C1)F)F)CC1=CC=CC=C1)N